C(C1=CC=CC=C1)OC1=CC(=C(C(=O)OC)C(=C1)O)O methyl 4-(benzyloxy)-2,6-dihydroxybenzoate